(S)-N-(1-(2,6-dichlorophenyl)-1,4,5,7-tetrahydropyrano[3,4-c]pyrazol-4-yl)-5,6,7,8-tetrahydroimidazo[1,5-a]pyridine-1-carboxamide ClC1=C(C(=CC=C1)Cl)N1N=CC2=C1COC[C@H]2NC(=O)C=2N=CN1C2CCCC1